2-methanesulfonylpyridin-3-amine CS(=O)(=O)C1=NC=CC=C1N